(S)-tetrahydro-2-furoic acid anhydride O1[C@@H](CCC1)C(=O)OC(=O)[C@H]1OCCC1